benzyl 6-(acetoxymethyl)-4-(5-cyano-2-methoxyphenyl)nicotinate C(C)(=O)OCC1=NC=C(C(=O)OCC2=CC=CC=C2)C(=C1)C1=C(C=CC(=C1)C#N)OC